tert-butyl (R)-(3-oxo-1-(5-phenethyl-1H-imidazol-2-yl)-3-(tritylamino)propyl)carbamate O=C(C[C@H](C=1NC(=CN1)CCC1=CC=CC=C1)NC(OC(C)(C)C)=O)NC(C1=CC=CC=C1)(C1=CC=CC=C1)C1=CC=CC=C1